(S)-beta-aminoisobutyric acid n-hexyl ester C(CCCCC)OC([C@H](CN)C)=O